BrC#CCC(C1=C(C=CC(=C1)F)F)C=1C(N(C=C(C1)Cl)C)=O 3-(4-bromo-1-(2,5-difluorophenyl)but-3-yn-1-yl)-5-chloro-1-methylpyridin-2(1H)-one